BrCCCCCN1N=NC2=C1C=CC(=C2C)C(CC(=O)OCC)C2=CC(=C(C=C2)C)CN2S(OC1=C(C2)C=C(C=C1)O)(=O)=O ethyl 3-[1-(5-bromopentyl)-4-methyl-1H-benzotriazol-5-yl]-3-{3-[(6-hydroxy-2,2-dioxo-2H-1,2λ6,3-benzoxathiazin-3(4H)-yl)methyl]-4-methylphenyl}propanoate